FC(C=1C=C(C=CC1F)C=1C=C2C(=NC1)C=NN2CC(=O)NC)F 2-[6-[3-(Difluoromethyl)-4-fluoro-phenyl]pyrazolo[4,3-b]pyridin-1-yl]-N-methyl-acetamide